7-nitropyrrolo[2,1-f][1,2,4]triazin-4(1H)-one [N+](=O)([O-])C1=CC=C2C(N=CNN21)=O